BrC=1C=C2C=CC(OC2=CC1)=N 6-bromo-2-imino-2H-chromene